3-ethynyl-13-(3-fluoro-4-((4-methylpyrimidin-2-yl)oxy)phenyl)-6,7-dihydropyrido[3,4-f]pyrimido[5',4':4,5]pyrrolo[1,2-d][1,4]oxazepin-12-amine C(#C)C1=CC2=C(C=3N(CCO2)C2=C(C3C3=CC(=C(C=C3)OC3=NC=CC(=N3)C)F)C(=NC=N2)N)C=N1